3-(2,2-dimethylpropyl)pyrrolidine CC(CC1CNCC1)(C)C